(R)-1-(3-(4-methoxyphenyl)-1,2,4-oxadiazol-5-yl)-N-(pyrrolidin-3-yl-methyl)piperidine-4-carboxamide COC1=CC=C(C=C1)C1=NOC(=N1)N1CCC(CC1)C(=O)NC[C@H]1CNCC1